(2R,3S,4S,5R)-4-[[3-[2-methoxy-6-(trifluoromethyl)-3-pyridinyl]-4,5-dimethyl-5-(trifluoromethyl)tetrahydrofuran-2-carbonyl]amino]pyridine-2-carboxamide COC1=NC(=CC=C1[C@H]1[C@@H](O[C@]([C@H]1C)(C(F)(F)F)C)C(=O)NC1=CC(=NC=C1)C(=O)N)C(F)(F)F